ClC1=C(C=C(C=C1)[C@@H]1N(C(OC1)(C)C)C(=O)OC(C)(C)C)N1N=NN=C1 (S)-tert-butyl 4-(4-chloro-3-(1H-tetrazol-1-yl) phenyl)-2,2-dimethyloxazolidine-3-carboxylate